C(CCCCCCCCCCCCC(=O)OC)(=O)OC tetradecanedioic acid, 1,14-dimethyl ester